C(=C)C1=CC(=C(C=C1)O)OC 4-Ethenyl-2-methoxyphenol